BrCC(=O)OC(C)(C)C tert-butyl 2-bromo-acetate